CC1=NOC(=N1)C=1C=CC2=C(NC(=N2)C=2C=C(NC3=CC=C(C=C3)C=3N=NC=CC3)C=CC2)C1 3-[6-(3-methyl-1,2,4-oxadiazol-5-yl)-1H-benzo[d]imidazol-2-yl]-N-(4-pyridazin-3-ylphenyl)aniline